2-chloro-6-(3-(2-hydroxypropan-2-yl)-1H-pyrazol-1-yl)benzonitrile ClC1=C(C#N)C(=CC=C1)N1N=C(C=C1)C(C)(C)O